NC=1C=2N(C(=CN1)Br)N=CC2C2=CC(=C(C=C2)NS(=O)(=O)C(F)F)O[C@@H](C)C2=CC=C(C=C2)F (S)-N-(4-(4-amino-7-bromopyrazolo[1,5-a]pyrazin-3-yl)-2-(1-(4-fluorophenyl)ethoxy)phenyl)-1,1-difluoromethanesulfonamide